3-(6-(4-(2-(((1s,4s)-4-(3-bromo-2-methylphenoxy)cyclohexyl)oxy)ethyl)piperazin-1-yl)-1-methyl-1H-indazol-3-yl)piperidine-2,6-dione BrC=1C(=C(OC2CCC(CC2)OCCN2CCN(CC2)C2=CC=C3C(=NN(C3=C2)C)C2C(NC(CC2)=O)=O)C=CC1)C